CCCCCCCCCCCCCCCC(=O)O[C@H](COC(=O)CCCCCCC/C=C\CCCCCC)COP(=O)(O)OC[C@H](CO)O 1-(9Z-hexadecenoyl)-2-hexadecanoyl-glycero-3-phospho-(1'-sn-glycerol)